BrC1=CC=C(C=C1)C12CC(CC(CC1)N2CC2=CC=C(C=C2)OC)O 1-(4-bromophenyl)-8-(4-methoxybenzyl)-8-azabicyclo[3.2.1]octane-3-ol